(3-(pyridin-3-yl)benzyl)quinoline-3,4-diamine N1=CC(=CC=C1)C=1C=C(CC2=NC3=CC=CC=C3C(=C2N)N)C=CC1